rac-(3ar,5r,7s,7ar)-1-ethyl-3,3,7-trimethyl-5-(3-methylbut-2-en-1-yl)octahydrobenzo[c]isoxazole C(C)N1OC([C@H]2[C@H]1[C@H](C[C@H](C2)CC=C(C)C)C)(C)C |r|